C(C)(C)(C)OC(=O)N[C@@H](C(=O)OC)CI methyl (S)-2-tert-butoxycarbonylamino-3-iodopropionate